(2R,4S)-4-hydroxy-1-[(2R)-2-[4-[2-[3-(hydroxymethyl)-3-methoxy-1-piperidinyl]ethyl]triazol-1-yl]-3,3-dimethyl-butyryl]-N-methyl-pyrrolidine-2-carboxamide O[C@H]1C[C@@H](N(C1)C([C@@H](C(C)(C)C)N1N=NC(=C1)CCN1CC(CCC1)(OC)CO)=O)C(=O)NC